COC(CCCCCC)O methoxy-heptanol